3-ethyldihydro-2(3H)-furanone C(C)C1C(OCC1)=O